FC(COC1CCC2(C(=CC(N2)=O)CCOC([O-])=O)CC1)F 8-(2,2-difluoroethoxy)-2-oxo-1-azaspiro[4.5]dec-3-en-4-ylethylcarbonat